N-(4-amino-3-oxobicyclo[2.2.2]octan-1-yl)-2-(3,4-difluorophenoxy)acetamide NC12C(CC(CC1)(CC2)NC(COC2=CC(=C(C=C2)F)F)=O)=O